diphenylnaphthylsilylbiphenyl C1(=CC=CC=C1)[Si](C1=CC=CC2=CC=CC=C12)(C1=CC=CC=C1)C1=C(C=CC=C1)C1=CC=CC=C1